ClC1=NC=2N(C(=C1C1=C(C=C(C=C1F)F)F)N[C@@H](C)C(C)(C)C)N=CN2 (S)-5-chloro-N-(3,3-dimethylbutan-2-yl)-6-(2,4,6-trifluorophenyl)-[1,2,4]triazolo[1,5-a]pyrimidin-7-amine